5-Methoxy-1-methyl-4-nitro-1H-benzo[d]imidazole COC1=C(C2=C(N(C=N2)C)C=C1)[N+](=O)[O-]